COC(=O)C1=NN(C=C1[N+](=O)[O-])C1OCCCC1 nitro-1-(tetrahydro-2H-pyran-2-yl)-1H-pyrazole-3-carboxylic acid methyl ester